[2-[6-[[5-(4-fluorophenyl)thiazol-2-yl]amino]imidazo[4,5-c]pyridin-1-yl]ethyl]-4-prop-2-enoyl-morpholine-3-carboxamide FC1=CC=C(C=C1)C1=CN=C(S1)NC1=CC2=C(C=N1)N=CN2CCC2(N(CCOC2)C(C=C)=O)C(=O)N